1-(2-(3-fluoro-4-(trifluoromethyl)phenyl)-2H-pyrazolo[3,4-d]pyrimidin-4-yl)-N-(4-(methylthio)benzyl)piperidine-3-carboxamide FC=1C=C(C=CC1C(F)(F)F)N1N=C2N=CN=C(C2=C1)N1CC(CCC1)C(=O)NCC1=CC=C(C=C1)SC